2-(6-fluoropyridin-3-yl)oxazole-4-carboxylic acid ethyl ester C(C)OC(=O)C=1N=C(OC1)C=1C=NC(=CC1)F